5-[2-chloro-4-(cyanomethoxy)-3-fluoro-phenyl]-N-[3-chloro-4-[4-[(3R)-pyrrolidine-3-carbonyl]piperazine-1-carbonyl]phenyl]-1-methyl-imidazole-2-carboxamide formate C(=O)O.ClC1=C(C=CC(=C1F)OCC#N)C1=CN=C(N1C)C(=O)NC1=CC(=C(C=C1)C(=O)N1CCN(CC1)C(=O)[C@H]1CNCC1)Cl